NC1=CC=C(C=C1)SC1=CC=C(C=C1)NC(CCCNS(=O)(=O)C1=CC=C(C=C1)OC)=O N-[4-[(4-aminophenyl)thio]phenyl]-4-[[(4-methoxyphenyl)sulfonyl]amino]-butanamide